Cl.ClCCN1C(CCC1)C1=CC=CC=C1 1-(2-chloroethyl)-2-phenylpyrrolidine hydrochloride